C(C)(C)(C)C1=CC=C(C(=O)N)C=C1 p-tertiary butylbenzamide